1-(4-((4-aminophenyl)amino)-8-bromo-5-chloro-2-(((5-methylisoxazol-3-yl)methyl)sulfinyl)quinolin-3-yl)ethan-1-one NC1=CC=C(C=C1)NC1=C(C(=NC2=C(C=CC(=C12)Cl)Br)S(=O)CC1=NOC(=C1)C)C(C)=O